C(CCCCCCCCCCCCCCCCC)[NH3+].C(CCCCCCC\C=C/CCCCCCCC)(=O)N(C)CC(=O)[O-] N-oleoyl-sarcosine octadecyl-ammonium salt